ON=C[C@@H]1C([C@H]1C1=C(C=CC=C1)S(=O)(=O)N)(C)C (trans-3-((hydroxyimino)methyl)-2,2-dimethylcyclopropyl)benzenesulfonamide